3-methyl-2-oxo-1,4-dihydroquinoline-3-carboxylic acid methyl ester hydrochloride Cl.COC(=O)C1(C(NC2=CC=CC=C2C1)=O)C